C1(=CCCCC1)C1=CC=NC2=CN=C(C=C12)NC1=CC=C(C=C1)S(=O)(=O)C 4-(cyclohex-1-en-1-yl)-N-(4-(methylsulfonyl)phenyl)-1,7-naphthyridin-6-amine